FC1=CC(=CC2=C1N=CS2)C#N 4-fluoro-1,3-benzothiazole-6-carbonitrile